ClC1=CC2=C(N(C(NC2=O)=O)C=2C(=NC=CC2C)C(C)C)N=C1C1=C(C=CC(=C1)CC)F (M)-6-chloro-7-(5-ethyl-2-fluorophenyl)-1-(2-isopropyl-4-methylpyridin-3-yl)pyrido[2,3-d]pyrimidine-2,4(1H,3H)-dione